thieno[2,3-c]pyrazolecarboxylic acid N=1NC(=C2C1SC=C2)C(=O)O